7-bromo-2-phenyl-2,3-dihydrobenzofuran BrC1=CC=CC=2CC(OC21)C2=CC=CC=C2